2-(methylamino)-N-[2-[[2-methyl-6-[(5-phenylthiazol-2-yl)amino]-4-pyridyl]oxy]ethyl]propanamide CNC(C(=O)NCCOC1=CC(=NC(=C1)NC=1SC(=CN1)C1=CC=CC=C1)C)C